CN1C(CNCC1)C(=O)OC methyl 1-methylpiperazine-2-carboxylate